4-methylbicyclo-[2.2.2]oct-2-en-1-oic acid CC12C=CC(CC1)(CC2)C(=O)O